FC1=C(C=CC(=C1)C(=O)OC(C)(C)C)C1=CC=C(C=C1)C1=N[C@H](C=2N(C3=C1C(=C(S3)C)C)C(=NN2)C)CC(=O)OC t-butyl 2-fluoro-4'-[(6S)-6-(2-methoxy-2-oxoethyl)-2,3,9-trimethyl-6H-thieno[3,2-f][1,2,4]triazolo[4,3-a][1,4]diazepin-4-yl][1,1'-biphenyl]-4-carboxylate